tert-butyl (3S)-3-[[4-[6-cyano-5-fluoro-1-(2-trimethylsilylethoxymethyl)indol-3-yl]-5-(trifluoromethyl)pyrimidin-2-yl]amino]piperidine-1-carboxylate C(#N)C1=C(C=C2C(=CN(C2=C1)COCC[Si](C)(C)C)C1=NC(=NC=C1C(F)(F)F)N[C@@H]1CN(CCC1)C(=O)OC(C)(C)C)F